dl-3-(2-methoxyethoxy)propylamine COCCOCCCN